tert-butyl 2-(3-fluoro-4-(4,4,5,5-tetramethyl-1,3,2-dioxaborolan-2-yl)phenyl)piperidine-1-carboxylate FC=1C=C(C=CC1B1OC(C(O1)(C)C)(C)C)C1N(CCCC1)C(=O)OC(C)(C)C